FC1N=C(OC1)C(C)(C)C 4-fluoro-tert-butyl-oxazoline